COC=1C=C(CN(C=2SC=C(N2)COCCC2=CC=C(C=C2)OC)CC2=CC(=CC=C2)OC)C=CC1 N,N-bis(3-methoxybenzyl)-4-((4-methoxyphenethoxy)methyl)thiazol-2-amine